Tert-butyl (R)-3-((S)-3-(5-allylthiophen-3-yl)-1-(tert-butoxy)-1-oxopropan-2-yl)pyrrolidine-1-carboxylate C(C=C)C1=CC(=CS1)C[C@H](C(=O)OC(C)(C)C)[C@@H]1CN(CC1)C(=O)OC(C)(C)C